(3-{[2-(Aminomethyl)-6-methoxy-1,3-benzothiazol-5-yl]oxy}propyl)(2-hydroxyethyl)dimethylazanium chloride hydrochloride Cl.[Cl-].NCC=1SC2=C(N1)C=C(C(=C2)OC)OCCC[N+](C)(C)CCO